Di-n-butyl chlorophosphate P(=O)(OCCCC)(OCCCC)Cl